tert-butyl [(1R)-1-{3-[(2R or S)-1,1-difluoro-2-hydroxy-2-methylbut-3-yn-1-yl]-2-fluorophenyl}ethyl]carbamate FC([C@](C#C)(C)O)(F)C=1C(=C(C=CC1)[C@@H](C)NC(OC(C)(C)C)=O)F |o1:2|